2,4,6-trimethylbenzoyl phenyl ethyl phosphate P(=O)(OC(C1=C(C=C(C=C1C)C)C)=O)(OC1=CC=CC=C1)OCC